(5-(benzo[d]thiazol-5-yl)-2-methyl-5-oxopentyl)carbamic acid tert-butyl ester C(C)(C)(C)OC(NCC(CCC(=O)C=1C=CC2=C(N=CS2)C1)C)=O